C(=O)O.C(=O)O.C1=CC=CC2=CC=CC=C12 naphthalene diformate